C(C(=C)C)(=O)OCC[NH+](C)C N-methacryloyl-oxyethyl-N,N-dimethyl-ammonium